CC(CC(=O)OCCCC\C=C/CCCC)C (Z)-5-decenyl 3-methylbutanoate